thieno[2,3-c]pyridine-4-carbaldehyde S1C=CC2=C1C=NC=C2C=O